(2-chloro-[1,1'-biphenyl]-4-yl)boronic acid ClC1=C(C=CC(=C1)B(O)O)C1=CC=CC=C1